5-(furan-3-ylmethyl)thiazolidine-2,4-dione O1C=C(C=C1)CC1C(NC(S1)=O)=O